CC1=NC=2N(C=C1)C=C(N2)CC(=O)NC2=NNC(=C2)[C@@H]2C[C@@H](CC2)CCCC (1R,3S)-3-(3-{[(7-methylimidazo[1,2-a]pyrimidin-2-yl)acetyl]amino}-1H-pyrazol-5-yl)cyclopentyl-(2S)-butan